methyl-(pyrazine) CC1=NC=CN=C1